C(C1=CC=CC=C1)N1N=C(N=C1)C(=O)NC1C(N(C=2N(CC1)N=C(C2)CNCCOC)C)=O 1-benzyl-N-(2-(((2-methoxyethyl)amino)methyl)-4-methyl-5-oxo-5,6,7,8-tetrahydro-4H-pyrazolo[1,5-a][1,3]diazepin-6-yl)-1H-1,2,4-triazole-3-carboxamide